O[C@H]1[C@@H](CCCC1)NC=1N=NC(=C2C1CN(CC2)C(C)=O)C2=C(C=C(C=C2)C(F)(F)F)O 1-[4-{[(1R,2R)-2-hydroxycyclohexyl]amino}-1-[2-hydroxy-4-(Trifluoromethyl)phenyl]-7,8-dihydropyrido[3,4-d]pyridazin-6(5H)-yl]ethan-1-one